2-(2-aminophenyl)indole NC1=C(C=CC=C1)C=1NC2=CC=CC=C2C1